Cl.Cl.C1(=CC=CC=C1)COC(=O)C=1C=2C=C(C=NC2C=CC1OC[C@H](CC1=CC=CC=C1)N)F (S)-6-(2-amino-3-phenylpropoxy)-3-fluoroquinoline-5-carboxylic acid phenylmethyl ester dihydrochloride